COC=1C=C(C=CC1OC)N1N=NC2=C1C(C1=C(C2=O)SC=C1)=O 1-(3,4-dimethoxyphenyl)-1H-thieno[2',3':4,5]benzo[1,2-d][1,2,3]triazole-4,8-dione